C(C1=CC=CC=C1)OC(NCCN1CCC(CC1)N)=O.C1(CCCC1)C1=NN=C(S1)[C@@H]1C([C@H]1C1=CC=C(C=C1)S(=O)(=O)N)(C)C 4-[(1S,3S)-3-(5-cyclopentyl-1,3,4-thiadiazol-2-yl)-2,2-dimethylcyclopropyl]benzenesulfonamide benzyl-N-[2-(4-amino-1-piperidyl)ethyl]carbamate